C[C@@H]1CNS(C2=C(O1)C=C(C=C2)C#CCCCCNC(OC(C)(C)C)=O)(=O)=O tert-butyl (R)-(6-(4-methyl-1,1-dioxido-3,4-dihydro-2H-benzo[b][1,4,5]oxathiazepin-7-yl)hex-5-yn-1-yl)carbamate